C(#C)C1=C2C(=CC(=CC2=CC=C1F)O)C1=C(C=2N=C(N=C(C2C=N1)N1CCCCC1)N1CC2(CCCN2C)CC1)F 5-ethynyl-6-fluoro-4-[8-fluoro-2-(1-methyl-1,7-diazaspiro[4.4]nonan-7-yl)-4-(piperidin-1-yl)pyrido[4,3-d]pyrimidin-7-yl]naphthalen-2-ol